butyndioic acid C(C#CC(=O)O)(=O)O